6-chloro-3-(2,6-dimethoxyphenyl)-1-((2-(trimethylsilyl)ethoxy)methyl)-1H-pyrazolo[3,4-b]pyridine ClC1=CC=C2C(=N1)N(N=C2C2=C(C=CC=C2OC)OC)COCC[Si](C)(C)C